N1(C=NC=C1)CCC 3-(1H-imidazol-1-yl)propan